2-[4-(2-{5-[(3R,5R)-3-amino-5-fluoropiperidine-1-carbonyl]-7-methoxy-1-methyl-1H-1,3-benzodiazol-2-yl}-1-(cyclopropylmethyl)-1H-pyrrolo[2,3-b]pyridin-6-yl)-2-hydroxyphenyl]acetamide N[C@H]1CN(C[C@@H](C1)F)C(=O)C1=CC2=C(N(C(=N2)C2=CC=3C(=NC(=CC3)C3=CC(=C(C=C3)CC(=O)N)O)N2CC2CC2)C)C(=C1)OC